di(para-nonylphenyl)amine C(CCCCCCCC)C1=CC=C(C=C1)NC1=CC=C(C=C1)CCCCCCCCC